6-ethoxy-5-fluoro-N-(1H-indazol-4-ylmethyl)nicotinamide C(C)OC1=NC=C(C(=O)NCC2=C3C=NNC3=CC=C2)C=C1F